COC(CC[C@@H](C)[C@H]1CC[C@H]2[C@@H]3[C@@H](C[C@@H]4C[C@H]([C@H](C[C@]4(C)[C@H]3CC[C@]12C)F)O)OCOC)=O 2β-fluoro-3β-hydroxy-7α-methoxymethoxy-5β-cholanic acid methyl ester